C(C)(C)(C)OC(=O)N1CCC2(CCC(OC2)CN)CC1.C(C1=CC=CC=C1)C1=NC(=NC=C1)C1CCNCC1 benzyl-2-(piperidin-4-yl)pyrimidine tert-butyl-3-(aminomethyl)-2-oxa-9-azaspiro[5.5]undecane-9-carboxylate